ClC=1C=C(C=CC1F)[C@@H]1NOCC1 (R)-3-(3-chloro-4-fluorophenyl)isoxazolidine